O[C@@H]([C@H](C(=O)O)C)CCCCCCCCCC (2r,3r)-3-hydroxy-2-methyltridecanoic acid